1-{[1,1'-biphenyl]-4-sulfonyl}piperidin-4-one C1(=CC=C(C=C1)S(=O)(=O)N1CCC(CC1)=O)C1=CC=CC=C1